C1=NC=CC=2CNCCC12 5,6,7,8-tetrahydro-2,6-naphthyridine